(S)-6-(1-amino-1,3-dihydrospiro[indene-2,4'-piperidin]-1'-yl)-3-(3-bromo-7,7-dimethyl-7,8-dihydroquinolin-5-yl)-1,5-dihydro-4H-pyrazolo[3,4-d]pyrimidin-4-one N[C@@H]1C2=CC=CC=C2CC12CCN(CC2)C=2NC(C1=C(N2)NN=C1C=1C=2C=C(C=NC2CC(C1)(C)C)Br)=O